methyl-4-(bis(2-chloroethyl)amino)benzoic acid CC1=C(C(=O)O)C=CC(=C1)N(CCCl)CCCl